FC1=C(C=C(C(=C1)F)C)O 2,4-difluoro-5-methylphenol